heptadecan-9-yl 3-ethyl-12-(8-((2-hexyldecanoyl) oxy) octyl)-8-oxo-9-oxa-3,7,12-triazaicosan-20-oate C(C)N(CC)CCCNC(OCCN(CCCCCCCC(=O)OC(CCCCCCCC)CCCCCCCC)CCCCCCCCOC(C(CCCCCCCC)CCCCCC)=O)=O